5-[2-fluoro-4-[3-(3-methyl-2-oxo-imidazolidin-1-yl)propoxy]phenoxy]imidazo[1,5-a]pyridine-7-carboxylic acid FC1=C(OC2=CC(=CC=3N2C=NC3)C(=O)O)C=CC(=C1)OCCCN1C(N(CC1)C)=O